N(N)CCC#N 3-hydrazinopropanenitrile